2-(3H-[1,2,3]triazolo[4,5-b]pyridin-3-yl)-1,1,3,3-tetramethyluronium hexafluorophosphate F[P-](F)(F)(F)(F)F.N1=NN(C2=NC=CC=C21)OC(=[N+](C)C)N(C)C